(2R)-2-(6-{5-chloro-2-[(oxacyclohex-4-yl)amino]pyrimidin-4-yl}-1-oxo-2,3-dihydro-1H-isoindol-2-yl)-N-[(1R)-1-(6-fluoropyridin-2-yl)ethyl]propionamide ClC=1C(=NC(=NC1)NC1CCOCC1)C1=CC=C2CN(C(C2=C1)=O)[C@@H](C(=O)N[C@H](C)C1=NC(=CC=C1)F)C